NC1=NC=NC=2C3=C(\C(\C(C12)(C)C)=N/OC)C=C(C=C3)N[C@@H]3CC[C@H](CC3)NC(OC(C)(C)C)=O tert-butyl N-[trans-4-[[(6Z)-4-amino-6-methoxyimino-5,5-dimethyl-benzo[h]quinazolin-8-yl]amino]cyclohexyl]carbamate